(2-(2-(2-aminoethoxy)ethoxy)ethyl)-2-(4-(4-chlorophenyl)-2,3,9-trimethyl-6H-thieno[3,2-f][1,2,4]triazolo[4,3-a][1,4]diazepin-6-yl)acetamide NCCOCCOCCC(C(=O)N)C1C=2N(C3=C(C(=N1)C1=CC=C(C=C1)Cl)C(=C(S3)C)C)C(=NN2)C